N-(3-chloro-2-methoxyphenyl)-4-hydroxy-6-oxo-2-(trifluoromethyl)-2,3-dihydro-1H-pyridine-5-carbothioamide ClC=1C(=C(C=CC1)NC(=S)C1=C(CC(NC1=O)C(F)(F)F)O)OC